C(CCC)N1C(=C(C2=CC=CC=C12)C1(OC(C=2C1=NC=CC2)=O)C2=C(C=C(C=C2)N(CC)CC)C)C 7-(1-butyl-2-methyl-1H-indole-3-yl)-7-(4-diethylamino-2-methyl-phenyl)-7H-furo[3,4-b]pyridine-5-one